NC1=C(C=C(C(=N1)F)C=1C=NC(=C(C1)CN(C)C)N1CCOCC1)C=1C=C2CCNC(C2=CC1)=O 6-(6-amino-5'-((dimethylamino)methyl)-2-fluoro-6'-morpholino-[3,3'-bipyridin]-5-yl)-3,4-dihydroisoquinolin-1(2H)-one